C1(CC1)N1C(=NC2=C1C=C(C=C2)C2=CC(=NC=C2)NC2=NC(=CC=C2)C(F)(F)F)C 4-(1-cyclopropyl-2-methyl-1H-benzo[d]imidazol-6-yl)-N-(6-(trifluoromethyl)pyridin-2-yl)pyridin-2-amine